BrCC1=C(C=NC(=C1)F)NC1C(NC(CC1)=O)=O 3-((4-(bromomethyl)-6-fluoropyridin-3-yl)amino)piperidine-2,6-dione